C(#N)/C(=C/C(=O)N[C@@H](C)C1=CC=C(C=C1)C(F)(F)F)/C (S,E)-3-cyano-N-(1-(4-(trifluoromethyl)phenyl)ethyl)but-2-enamide